3-Amino-8-(6-fluoro-2,3-dihydrobenzofuran-7-yl)-N-propylimidazo[1,2-a]pyridine-2-carboxamide NC1=C(N=C2N1C=CC=C2C2=C(C=CC=1CCOC12)F)C(=O)NCCC